3-[(2R,6S)-4-[4-({5-[2-(3,5-dimethoxyphenyl)ethyl]-1H-pyrazol-3-yl}carbamoyl)phenyl]-2,6-dimethylpiperazin-1-yl]propylmethanesulfonate COC=1C=C(C=C(C1)OC)CCC1=CC(=NN1)NC(=O)C1=CC=C(C=C1)N1C[C@H](N([C@H](C1)C)CCCCS(=O)(=O)[O-])C